C(C)(C)(C)NC(C1=CC=C(C=C1)C=1C=C2CCN(C(C2=CC1)=O)C1=CC(=C(C=C1)OCOCCOC)NS(=O)(=O)C)=O N-(tert-butyl)-4-(2-(4-((2-methoxyethoxy)methoxy)-3-(methylsulfonamido)phenyl)-1-oxo-1,2,3,4-tetrahydroisoquinolin-6-yl)benzamide